5-(2-cyanophenyl)-1H-benzo[d]imidazole C(#N)C1=C(C=CC=C1)C1=CC2=C(NC=N2)C=C1